O=C1N(C=CC=C1C(=O)NC1=CC=C(C=C1)OC1=CC=NC2=CN=C(C=C12)N1CCNCC1)C1=CC=CC=C1 2-Oxo-1-phenyl-N-[4-[(6-piperazin-1-yl-1,7-naphthyridin-4-yl)oxy]phenyl]pyridine-3-carboxamide